1,2-bis(4-pyridyl)propane N1=CC=C(C=C1)CC(C)C1=CC=NC=C1